C(C)(=O)N1CCC(CC1)N(C)CC=1C=CC(=NC1OC)C=1C(=C(C=CC1)C1=C(C(=NC=C1)C1=CC(=C(CNC2CCN(CC2)C(C)=O)C=C1)OC)Cl)Cl 1-(4-((4-(4-(3-(5-(((1-acetylpiperidin-4-yl)(methyl)amino)methyl)-6-methoxypyridin-2-yl)-2-chlorophenyl)-3-chloropyridin-2-yl)-2-methoxybenzyl)amino)piperidin-1-yl)ethan-1-one